C(C)(=O)NC1=CC=C(C=C1)C(/C=C/C1=CC=C(C=C1)\C=C\1/C(N(C(S1)=S)CC(=O)O)=O)=O 2-[(5E)-5-[[4-[(E)-3-(4-Acetamidophenyl)-3-oxoprop-1-enyl]phenyl]methylidene]-4-oxo-2-sulfanylidene-1,3-thiazolidin-3-yl]acetic acid